3-(3-(3-oxo-dihydro-1H-pyrrolo[1,2-c]imidazol-2(3H)-yl)piperidin-1-yl)-1,2,4-triazine-6-carboxamide O=C1N(CC=2N1CCC2)C2CN(CCC2)C=2N=NC(=CN2)C(=O)N